C(C)OC1=NC=CC=C1C1=CC(=C2C(=N1)C(=NN2C2COC2)C)NCC=2N=C(SC2)C 5-(2-ethoxy-3-pyridyl)-3-methyl-N-[(2-methylthiazol-4-yl)methyl]-1-(oxetan-3-yl)pyrazolo[4,3-b]pyridin-7-amine